C(C=CC=CC=CC)=O oct-2,4,6-trienealdehyde